1-(2,6-dichloro-4-(trifluoromethyl)phenyl)-5-methyl-1H-pyrazole-4-carboxylic acid ethyl ester C(C)OC(=O)C=1C=NN(C1C)C1=C(C=C(C=C1Cl)C(F)(F)F)Cl